1-((3,5-bis(trifluoromethyl)benzyl)oxy)-6-bromo-1,2,3,4-tetrahydronaphthalene FC(C=1C=C(COC2CCCC3=CC(=CC=C23)Br)C=C(C1)C(F)(F)F)(F)F